Hydroxypropyl (R)-5-(1,2-dithiolan-3-yl)pentanoate S1S[C@@H](CC1)CCCCC(=O)OCCCO